ClC1=NC=C2C(=N1)N(C(N(C2)C2=CC(=CC(=C2)OC)OC)=O)CC2=CC=C(C=C2)[N+](=O)[O-] 7-chloro-3-(3,5-dimethoxyphenyl)-1-(4-nitrobenzyl)-3,4-dihydropyrimido[4,5-d]pyrimidin-2(1H)-one